diethyl 1-methyl-1H-imidazole-4,5-dicarboxylate CN1C=NC(=C1C(=O)OCC)C(=O)OCC